ClC=1N(C=C(C(C1)=O)[N+](=O)[O-])C 2-chloro-1-methyl-5-nitropyridin-4(1H)-one